N,N-bis-(2-hydroxyethyl)glycinamide tert-butyl-(S)-(1-(1H-indol-3-yl)-3-oxopropan-2-yl)carbamate C(C)(C)(C)N(C(O)=O)[C@@H](CC1=CNC2=CC=CC=C12)C=O.OCCN(C(CN)=O)CCO